4-methoxybenzo[d]oxazole-2-thiol COC1=CC=CC2=C1N=C(O2)S